ClC(CN1C=CC=C1)CCCC 1-(2-chlorohexyl)-pyrrole